phenylbutyrate sodium salt [Na].C1(=CC=CC=C1)OC(CCC)=O